O=C1N(C2=C(SC1)C=CC(=C2)C(=O)N=[N+]=[N-])CC2CN(C2)C2=CC=CC=C2 3-oxo-4-((1-phenylazetidin-3-yl)methyl)-3,4-dihydro-2H-benzo[b][1,4]thiazine-6-carbonyl azide